N-hexyl-pyridinium triflate [O-]S(=O)(=O)C(F)(F)F.C(CCCCC)[N+]1=CC=CC=C1